FC(S(=O)(=O)OC=1N=C(N(C(C1C)=O)C1=C(C(=CC=C1)Cl)Cl)SC)(F)F 1-(2,3-dichlorophenyl)-5-methyl-2-(methylsulfanyl)-6-oxo-1,6-dihydropyrimidin-4-yl trifluoromethanesulfonate